silver fluorosulphate S(=O)(=O)([O-])F.[Ag+]